BrC1=CC=C(C=C1)N1N=C(C(=C1)C1=CC=C(C=C1)F)C=O (4-bromophenyl)-4-(4-fluorophenyl)-1H-pyrazole-3-carbaldehyde